(S)-N-(3-chloro-2,4-difluorophenyl)-3-((R)-7-hydroxy-7-methyl-4-(trifluoromethyl)-6,7-dihydro-5H-cyclopenta[b]pyridin-2-yl)-N-methyl-2-oxoimidazolidine-4-carboxamide ClC=1C(=C(C=CC1F)N(C(=O)[C@H]1N(C(NC1)=O)C1=CC(=C2C(=N1)[C@](CC2)(C)O)C(F)(F)F)C)F